tert-butyl ((3-(5-chloro-2-(4,4-difluoroazepan-1-yl)-4-methylnicotinamido)phenyl)(methyl)(oxo)-λ6-sulfaneylidene)carbamate ClC=1C=NC(=C(C(=O)NC=2C=C(C=CC2)S(=O)(C)=NC(OC(C)(C)C)=O)C1C)N1CCC(CCC1)(F)F